N1=CN=CC=C1.[Pb] lead pyrimidine